(R)-9-(2-chloro-4-phenoxybenzoyl)-2-(ethoxymethyl)-2-methyl-1,2,4,7-tetrahydro-3H-pyrrolo[3',2':5,6]Pyrido[3,4-b]Pyrazin-3-one ClC1=C(C(=O)C2=CNC3=C2C2=C(NC([C@@](N2)(C)COCC)=O)C=N3)C=CC(=C1)OC1=CC=CC=C1